2-(3-(4-hydroxy-phenyl)-2-carboxy-propionamido)-5-hydroxy-benzoic acid OC1=CC=C(C=C1)CC(C(=O)NC1=C(C(=O)O)C=C(C=C1)O)C(=O)O